ClC1=CC(=C2C(=N1)N(C(N2C)=O)C=2C=NN(C2)C(F)F)C=2C=NC=CC2C(F)(F)F 5-Chloro-3-(1-(difluoromethyl)-1H-pyrazol-4-yl)-1-methyl-7-(4-(trifluoromethyl)pyridin-3-yl)-1,3-dihydro-2H-imidazo[4,5-b]pyridin-2-one